NOC(C(C(=O)O)(ON)C(C1=CC=CC=C1)=O)C(=O)O di-aminobenzoyl-tartaric acid